FC1=C(C=CC(=C1)I)NC=1C(=CSC1)C(=O)N1CC(C1)N 1-({4-[(2-fluoro-4-iodophenyl)amino]-3-thienyl}carbonyl)azetidin-3-amine